NC1=NC(=CC(=N1)N1CCC2(C[C@H](NC2)C(=O)OCC)CC1)O[C@@H](C(F)(F)F)C1=CC=C(C=C1)C=1C=C2C=NC=NC2=CC1 (S)-ethyl 8-(2-amino-6-((R)-2,2,2-trifluoro-1-(4-(quinazolin-6-yl)phenyl)ethoxy)pyrimidin-4-yl)-2,8-diazaspiro[4.5]decane-3-carboxylate